BrC=1C=C(C=CC1)S(=O)(=O)O 5-bromo-3-benzenesulfonic acid